1-chloro-4-(1-ethynyl-cyclopropyloxy)benzene ClC1=CC=C(C=C1)OC1(CC1)C#C